FC(OC1=C2CCNC2=CC=C1)(F)F 4-(trifluoromethoxy)indoline